ClC1=C(C=C(OCC(=O)NC23CC(C2)(C3)NC(COCCC3=CC(=CC=C3)Cl)=O)C=C1)F 2-(4-chloro-3-fluorophenoxy)-N-(3-{2-[2-(3-chlorophenyl)ethoxy]acetylamino}-bicyclo[1.1.1]pentan-1-yl)acetamide